tert-butyl methyl(4-(N-methylformamido)-4-oxobutyl)carbamate CN(C(OC(C)(C)C)=O)CCCC(=O)N(C=O)C